Hexylidenecyclopentanone C(CCCCC)=C1C(CCC1)=O